ClCC(=O)OCC=1SC=C(C1NC(CCl)=O)C (3-(2-chloroacetamido)-4-methylthiophen-2-yl)methyl 2-chloroacetate